1-(4-hydroxyphenyl)-3-p-methoxyphenyl-2-propen-1-one OC1=CC=C(C=C1)C(C=CC1=CC=C(C=C1)OC)=O